FC1=C(C=CC=C1)N1N=CC(=C1)C1=NC(=NC=C1C(F)(F)F)SC (1-(2-fluorophenyl)-1H-pyrazol-4-yl)-2-(methylthio)-5-(trifluoromethyl)pyrimidine